C(CCCCCC\C=C\CCC)O (E)-8-dodecenol